(1-(4-bromo-3-fluorophenyl)-2,2,2-trifluoroethyl)-L-leucine methyl ester COC([C@@H](NC(C(F)(F)F)C1=CC(=C(C=C1)Br)F)CC(C)C)=O